FC=1C=C(C(=NC1)N1CCN(CC1)C(=O)OC(C)(C)C)C(=O)NN tert-butyl 4-[5-fluoro-3-(hydrazinecarbonyl)-2-pyridyl]piperazine-1-carboxylate